C(C)S(=O)(=O)C1=CC(=C(C=C1)NCC#CC=1N(C2=CC=CC(=C2C1)NC1CCS(CC1)(=O)=O)CC(F)(F)F)OC 4-{[2-(3-{[4-(ethanesulfonyl)-2-methoxyphenyl]amino}prop-1-yn-1-yl)-1-(2,2,2-trifluoroethyl)-1H-indol-4-yl]amino}-1λ6-thiane-1,1-dione